NC1=CC=C(C(=C1C#CCNC(OC(C)(C)C)=O)F)F tert-butyl (3-(6-amino-2,3-difluorophenyl) prop-2-yn-1-yl)-carbamate